N-(2-cyano-phenyl)-3,4-dichloroisothiazole-5-carboxamide C(#N)C1=C(C=CC=C1)NC(=O)C1=C(C(=NS1)Cl)Cl